octadecapropylcyclononasiloxane C(CC)[Si]1(O[Si](O[Si](O[Si](O[Si](O[Si](O[Si](O[Si](O[Si](O1)(CCC)CCC)(CCC)CCC)(CCC)CCC)(CCC)CCC)(CCC)CCC)(CCC)CCC)(CCC)CCC)(CCC)CCC)CCC